(1-isopropylidene)bis(3-phenyl-1-indenyl)ruthenium C(C)(C)=[Ru](C1C=C(C2=CC=CC=C12)C1=CC=CC=C1)C1C=C(C2=CC=CC=C12)C1=CC=CC=C1